4-bromo-7-(4-hexyl-2-thienyl)-2,1,3-benzotriazole BrC1=CC=C(C=2NN=NC21)C=2SC=C(C2)CCCCCC